IC1=C(C=CC=C1)I 2-iodo-iodobenzene